O-(3-tolyl)-DL-serine C1(=CC(=CC=C1)OC[C@H](N)C(=O)O)C |r|